C(C)(C)(C)C1N(OC=C1)N1C(SC=C1C=1C=C(C(=O)NCCCCC2=CC=CC=C2)C=CC1)=O 3-(3-(3-tert-butyl-2-isoxazolyl)-4-thiazolinonyl)-N-(4-phenylbutyl)benzamide